FC1=C(C=CC(=C1)OCCCCCCCCCCCCCCCC)S(=O)(=O)C=1C=NC2=CC=C(C=C2C1N1CCC(CC1)N1CCC(CC1)N1CCN(CC1)C(C)C)S(=O)C 3-((2-fluoro-4-(hexadecyloxy)phenyl)sulfonyl)-4-(4-(4-isopropylpiperazin-1-yl)-[1,4'-bipiperidin]-1'-yl)-6-(methylsulfinyl)quinoline